6-(5-(5-chloro-2-fluorophenyl)-1H-imidazol-4-yl)-N-(2-((3S,5R)-3,5-dimethylpiperazin-1-yl)ethyl)-1,5-naphthyridin-3-amine, trihydrochloride Cl.Cl.Cl.ClC=1C=CC(=C(C1)C1=C(N=CN1)C=1N=C2C=C(C=NC2=CC1)NCCN1C[C@@H](N[C@@H](C1)C)C)F